5-((1-(tert-butyl)-3-((1S,3R)-3-((tert-butyldimethylsilyl)oxy)cyclopentyl)-1H-pyrazol-5-yl)amino)-2-(4-methoxybenzyl)isoindolin-1-one C(C)(C)(C)N1N=C(C=C1NC=1C=C2CN(C(C2=CC1)=O)CC1=CC=C(C=C1)OC)[C@@H]1C[C@@H](CC1)O[Si](C)(C)C(C)(C)C